(R)-2-(6-(Ethylamino)-4-(2-(4-methyl-4H-1,2,4-triazol-3-yl)phenyl)pyridin-2-yl)-6-((3-methylpiperidin-1-yl)methyl)-4-(trifluoromethyl)isoindolin-1-one C(C)NC1=CC(=CC(=N1)N1C(C2=CC(=CC(=C2C1)C(F)(F)F)CN1C[C@@H](CCC1)C)=O)C1=C(C=CC=C1)C1=NN=CN1C